FC(C1=CC=C(C=C1)C1=CN=C(O1)NC=1C=CC(=NC1)C(=O)N)(F)F 5-((5-(4-(trifluoromethyl)phenyl)oxazol-2-yl)amino)pyridinecarboxamide